(3-(4-(1-aminoethyl)-4-methylpiperidin-1-yl)-6-(3-chloro-2-(4-(hydroxymethyl)piperidin-1-yl)pyrimidin-4-yl)-5-methylpyrazin-2-yl)methanol NC(C)C1(CCN(CC1)C=1C(=NC(=C(N1)C)C=1N(C(N=CC1)N1CCC(CC1)CO)Cl)CO)C